C(C1=CC=CC=C1)SC=1C(=NC=CC1OC)OC 3-(benzylthio)-2,4-dimethoxypyridine